O=C1OC2(C3=NC=CC=C31)CCC(CC2)C(=O)N 5'-oxo-5'H-spiro[cyclohexane-1,7'-furo[3,4-b]pyridine]-4-carboxamide